C1(CC1)C=1C(=CN(C(C1)=O)C)C=1C=NN(C1)C1=C(C#N)C=CC=C1 2-[4-(4-Cyclopropyl-1-methyl-6-oxo-1,6-dihydro-pyridin-3-yl)-pyrazol-1-yl]-benzonitrile